2-(7-oxabicyclo[2.2.1]heptane-2-carboxamido)-9-(5,6,7,8-tetrahydro-1,8-naphthyridin-2-yl)nonanoic acid C12C(CC(CC1)O2)C(=O)NC(C(=O)O)CCCCCCCC2=NC=1NCCCC1C=C2